5-[4-amino-5-(trifluoromethyl)pyrrolo[2,1-f][1,2,4]triazin-7-yl]-N-[(3R,4S)-(2,5-difluoro-benzoyl)-4-fluoropyrrolidin-3-yl]-2-methoxypyridine-3-carboxamide NC1=NC=NN2C1=C(C=C2C=2C=C(C(=NC2)OC)C(=O)N[C@@H]2CN(C[C@@H]2F)C(C2=C(C=CC(=C2)F)F)=O)C(F)(F)F